D-glucopyranosyl-xylitol C1([C@H](O)[C@@H](O)[C@H](O)[C@H](O1)CO)C([C@H](O)[C@@H](O)[C@H](O)CO)O